1-(tert-butyl)-N-(8-(2-((1-methyl-1H-pyrazol-4-yl)amino)pyrimidin-4-yl)-2-(tetrahydro-2H-pyran-4-yl)-2,3,4,5-tetrahydro-1H-benzo[c]azepin-5-yl)-1H-1,2,3-triazole-4-carboxamide C(C)(C)(C)N1N=NC(=C1)C(=O)NC1C2=C(CN(CC1)C1CCOCC1)C=C(C=C2)C2=NC(=NC=C2)NC=2C=NN(C2)C